[2,5-dimethyl-1-(2,2,2-trifluoroethyl)pyrrol-3-yl]-[4-(1-methylpyrazol-4-yl)-3,4-dihydro-1H-isoquinolin-2-yl]methanone CC=1N(C(=CC1C(=O)N1CC2=CC=CC=C2C(C1)C=1C=NN(C1)C)C)CC(F)(F)F